2-(isopropoxyphenylphosphinyl)-acetic acid isopropyl ester C(C)(C)OC(CP(=O)(C1=CC=CC=C1)OC(C)C)=O